NCCCNC(=O)C1=NC2=CC=CC=C2N=C1NC1=CC=C(C=C1)C N-(3-aminopropyl)-3-(p-tolylamino)quinoxaline-2-carboxamide